(R)-3-hydroxy-1-methylpiperidine O[C@H]1CN(CCC1)C